ClC=1C(=C(CCN2C[C@@H](C([C@@H](C2)O)O)O)C=CC1)F (3S,4r,5R)-1-(3-chloro-2-fluorophenethyl)piperidine-3,4,5-triol